(E)-3-(4-nitrophenyl)prop-2-enoic acid ethyl ester C(C)OC(\C=C\C1=CC=C(C=C1)[N+](=O)[O-])=O